CN1C(=CC=2C1=NC=CC2C2=NC=C(C1=C2CNC1=O)NC1=NC=C(C=C1)N1C[C@H](CCC1)C(C)(C)O)C 4-(1,2-dimethyl-pyrrolo[2,3-b]pyridin-4-yl)-7-[[5-[(3S)-3-(1-hydroxy-1-methyl-ethyl)-1-piperidyl]-2-pyridyl]amino]-2,3-dihydro-pyrrolo[3,4-c]pyridin-1-one